(4-((4-Bromo-2,6-difluorobenzyl)amino)-6,7-dimethoxyquinolin-3-yl)methanol BrC1=CC(=C(CNC2=C(C=NC3=CC(=C(C=C23)OC)OC)CO)C(=C1)F)F